Bicyclo[3.2.1]oct-2-ene C12C=CCC(CC1)C2